2-[3-(2-{[(S)-[(3R)-7-fluoro-1,2,3,4-tetrahydro-1,5-naphthyridin-3-yl](phenyl)methyl]amino}ethyl)phenyl]propanoic acid FC1=CN=C2C[C@H](CNC2=C1)[C@@H](C1=CC=CC=C1)NCCC=1C=C(C=CC1)C(C(=O)O)C